4-[2-[3-[3-amino-6-(2-hydroxyphenyl)pyridazin-4-yl]-3,8-diazabicyclo[3.2.1]octan-8-yl]pyrimidin-5-yl]cyclohexanecarboxylic acid NC=1N=NC(=CC1N1CC2CCC(C1)N2C2=NC=C(C=N2)C2CCC(CC2)C(=O)O)C2=C(C=CC=C2)O